(R)-1-(7-bromo-2-chloro-8-fluoro-6-(trifluoromethyl)quinazolin-4-yl)-3-methylpiperidin-3-ol BrC1=C(C=C2C(=NC(=NC2=C1F)Cl)N1C[C@@](CCC1)(O)C)C(F)(F)F